tert-Butyl 4-(2-hydroxyethoxy)-2,2-dimethyl-pyrrolidine-1-carboxylate OCCOC1CC(N(C1)C(=O)OC(C)(C)C)(C)C